COC1=C(C=CC(=C1)C)[C@H](C)NC([C@@H](C)N1N=NC2=C(C1=O)C=CC=C2)=O (R)-N-((S)-1-(2-methoxy-4-methylphenyl)ethyl)-2-(4-oxo-benzo[d][1,2,3]triazin-3(4H)-yl)propanamide